2-[5-[6-[(1R)-1-aminoethyl]-2-(1-cyclopropyl-7-fluoro-5-methoxycarbonyl-benzimidazol-2-yl)pyrrolo[2,3-b]pyridin-1-yl]pentyl]-6-chloro-pyridine-3-carboxylic acid N[C@H](C)C1=CC=C2C(=N1)N(C(=C2)C2=NC1=C(N2C2CC2)C(=CC(=C1)C(=O)OC)F)CCCCCC1=NC(=CC=C1C(=O)O)Cl